FC(C1=CC=C(C=C1)C1=CN=C(O1)NC1=CC=C(N=N1)C(=O)OC)(F)F methyl 6-((5-[4-(trifluoromethyl)phenyl]-1,3-oxazol-2-yl)amino)pyridazine-3-carboxylate